C(C)(C)(C)Cl Tertiarybutyl chloride